BrC=1C(=C(OC2CCC(CC2)CC(CO)C)C=CC1)C(F)(F)F 3-((1r,4r)-4-(3-bromo-2-(trifluoromethyl)phenoxy)cyclohexyl)-2-methylpropan-1-ol